COCCN1N=CC(=C1)C1=CC=C(CNC2=NC=NC(=C2)C2=CN=C3N2C=CC(=C3)OC)C=C1 {4-[1-(2-methoxy-ethyl)-1H-pyrazol-4-yl]-benzyl}-[6-(7-methoxy-imidazo[1,2-a]pyridin-3-yl)-pyrimidin-4-yl]-amine